CN(C1=CC(=C(C=C1)S(=O)(=O)N1CCC(CC1)(C(=O)N[C@H](\C=C/S(=O)(=O)C)C)F)C1=CC(=CC=C1)OC)C |r| 1-[4-(Dimethylamino)-2-(3-methoxyphenyl)phenyl]sulfonyl-4-fluoro-N-[rac-(Z,1S)-1-methyl-3-methylsulfonyl-allyl]piperidine-4-carboxamide